O1C=C(C=C1)C=1C(=CC(=C(OC=2C(=NC(=NC2)N)N)C1)C(C)C)OC 5-(5-Furan-3-yl-2-isopropyl-4-methoxy-phenoxy)-pyrimidine-2,4-diamine